3,9-bis[1,1-dimethyl-2-[β-(3-tert-butyl-4-hydroxy-5-methylphenyl)propionyloxy]ethyl]2,4,8,10-tetraoxaspiro[5.5]undecane CC(COC(CCC1=CC(=C(C(=C1)C)O)C(C)(C)C)=O)(C)C1OCC2(CO1)COC(OC2)C(COC(CCC2=CC(=C(C(=C2)C)O)C(C)(C)C)=O)(C)C